C(C(=C)C)(=O)OCCC1C(OC1(F)F)(F)F 3-(methacryloyloxyethyl)-2,2,4,4-tetrafluorooxetane